5-(2-{5-[(1R,4R,7R)-7-amino-2-azabicyclo[2.2.1]heptane-2-carbonyl]-7-methoxy-1-methyl-1H-1,3-benzodiazol-2-yl}-1-(cyclopropylmethyl)-1H-indol-6-yl)-1,3-dihydro-2-benzofuran-1-one N[C@H]1[C@@H]2N(C[C@H]1CC2)C(=O)C2=CC1=C(N(C(=N1)C=1N(C3=CC(=CC=C3C1)C1=CC3=C(C(OC3)=O)C=C1)CC1CC1)C)C(=C2)OC